4-[[3-[1-(cyanomethyl)-3-(trifluoromethyl)pyrazol-4-yl]imidazo[1,2-a]pyrazin-8-yl]amino]-N-[2-(2,6-diazaspiro[3.3]heptan-2-yl)-2-oxo-ethyl]-2-ethyl-benzamide C(#N)CN1N=C(C(=C1)C1=CN=C2N1C=CN=C2NC2=CC(=C(C(=O)NCC(=O)N1CC3(C1)CNC3)C=C2)CC)C(F)(F)F